5-[[(2S)-1-[6-oxo-5-(trifluoromethyl)-1,6-dihydropyridazin-4-yl]pyrrolidin-2-yl]methoxy]pyridine-3-carboxylic acid O=C1C(=C(C=NN1)N1[C@@H](CCC1)COC=1C=C(C=NC1)C(=O)O)C(F)(F)F